FC1(CCC(CC1)[C@@H](C=1N=C2N(N=CC(=C2)CO)C1)NC(OC(C)(C)C)=O)F tert-butyl (S)-((4,4-difluorocyclohexyl)(7-(hydroxymethyl)imidazo[1,2-b]pyridazin-2-yl)methyl)carbamate